CC=1N=C(SC1C)NC(=O)C1=C(C=CC=C1)NC(CCCCCCC(=O)O)=O 8-((2-((4,5-Dimethylthiazol-2-yl)carbamoyl)phenyl)amino)-8-oxooctanoic acid